(Rac-(5S,7S)-7-fluoro-5-phenyl-6,7-dihydro-5H-pyrrolo[1,2-b][1,2,4]triazol-2-yl)-[rac-(1S,2R)-2-fluorocyclopropyl]methanone F[C@H]1C[C@H](N2N=C(N=C21)C(=O)[C@H]2[C@@H](C2)F)C2=CC=CC=C2 |r|